N1C(CC1)CNC(=O)C1CCN(CC1)C(C1=C(C=C(C=C1)NC(=O)C=1N(C(=CN1)C1=C(C(=C(C=C1)OC)F)F)C)Cl)=O N-(azetidin-2-ylmethyl)-1-[2-chloro-4-[[5-(2,3-difluoro-4-methoxy-phenyl)-1-methyl-imidazole-2-carbonyl]amino]benzoyl]piperidine-4-carboxamide